CN1N=C(C=C1C(=C)C)S(=O)(=O)Cl 1-methyl-5-(prop-1-en-2-yl)-1H-pyrazole-3-sulfonyl chloride